FC1=C(C=CC=C1F)[C@H]1C[C@H](C=2N1N=C(N2)S(=O)(=O)C(F)(F)F)F (5R,7R)-5-(2,3-difluorophenyl)-7-fluoro-2-(trifluoromethylsulfonyl)-6,7-dihydro-5H-pyrrolo[1,2-b][1,2,4]triazole